4-fluoro-N-(1-(4-fluorophenyl)ethyl)-5'-(methylsulfonyl)-[3,3'-bipyridin]-6-amine FC1=C(C=NC(=C1)NC(C)C1=CC=C(C=C1)F)C=1C=NC=C(C1)S(=O)(=O)C